2-ethoxy-1-[p-(1H-tetrazol-5-ylphenyl)benzyl]-7-benzimidazolecarboxylate C(C)OC1=NC2=C(N1CC1=CC=C(C=C1)C1=C(C=CC=C1)C1=NN=NN1)C(=CC=C2)C(=O)[O-]